tert-butyl 4-(6-amino-5-methylpyridin-2-yl)piperazine-1-carboxylate NC1=C(C=CC(=N1)N1CCN(CC1)C(=O)OC(C)(C)C)C